CC=1C(OC(C1C)=O)O\C=C(\C(=O)OCC)/N1C=CC2=C1N=CN=C2 ethyl (Z)-3-[(3,4-dimethyl-5-oxo-2H-furan-2-yl)oxy]-2-pyrrolo[2,3-d]pyrimidin-7-yl-prop-2-enoate